(biphenylyl)[phenyl(dimethylfluorenyl)triazinyl]carbazole C1(=C(C=CC=C1)C1=C(C=2NC3=CC=CC=C3C2C=C1)C1=NN=NC(=C1C1=C(C(=CC=2C3=CC=CC=C3CC12)C)C)C1=CC=CC=C1)C1=CC=CC=C1